[Na+].[Na+].[Na+].C(=O)([O-])CN(CCN(CC(=O)[O-])CCO)CC(=O)[O-] N-[2-[bis(carboxymethyl)amino]ethyl]-N-(2-hydroxyethyl)-glycine trisodium salt